COC(=O)N[C@@H](CCCCN)C(=O)O methoxy-carbonyl-L-lysine